CC=1NC=C(N1)C=O 2-methyl-4-formylimidazole